1-chloroethyl-4-isopropylquinoline ClC(C)C1=NC2=CC=CC=C2C(=C1)C(C)C